5-bromo-1-(4-fluorophenyl)-6-methyl-2-oxo-1,2-dihydropyridine-3-carboxylic acid BrC=1C=C(C(N(C1C)C1=CC=C(C=C1)F)=O)C(=O)O